oxalate diimide C(C([O-])=N)([O-])=N